[N+](=[N-])=CC(CC[C@@H](C(=O)OC(C)C)NC([C@H](CC1=CC=CC=C1)OCC)=O)=O isopropyl (S)-6-diazo-2-((S)-2-ethoxy-3-phenylpropanamido)-5-oxohexanoate